(S)-4-(((S)-3-fluoro-2-methoxypropyl)(4-(5,6,7,8-tetrahydro-1,8-naphthyridin-2-yl)butyl)amino)-2-(2-(3-fluoro-5-methoxypyridin-4-yl)-2-methylpropanamido)butanoic acid FC[C@H](CN(CC[C@@H](C(=O)O)NC(C(C)(C)C1=C(C=NC=C1OC)F)=O)CCCCC1=NC=2NCCCC2C=C1)OC